4-(6-(2-Aminopyrimidin-5-yl)imidazo[1,2-a]pyridin-3-yl)-N-(6-(4-methylpiperazin-1-yl)pyridin-3-yl)pyrimidin-2-amine NC1=NC=C(C=N1)C=1C=CC=2N(C1)C(=CN2)C2=NC(=NC=C2)NC=2C=NC(=CC2)N2CCN(CC2)C